C1(=CC=C(C=C1)N(C1=CC=2C3=C(C(C2C=C1)(C)C)C=CC1=C3OC3=C1C=CC=C3)C3=CC=C(C=C3)C3=CC=CC=C3)C3=CC=CC=C3 N,N-di([1,1'-biphenyl]-4-yl)-7,7-dimethyl-7H-fluoreno[4,3-B]benzofurane-10-amine